C(C1=CC=CC=C1)OC(NC1C(CCC1)CN)=O (2-(aminomethyl)cyclopentyl)carbamic acid benzyl ester